(R)-N-(3-(5-fluoro-2-((1-(tetrahydro-2H-pyran-4-yl)-1H-pyrazol-4-yl)amino)pyrimidin-4-yl)-1H-indol-7-yl)-3-methoxy-2-(4-methylpiperazin-1-yl)propanamide FC=1C(=NC(=NC1)NC=1C=NN(C1)C1CCOCC1)C1=CNC2=C(C=CC=C12)NC([C@@H](COC)N1CCN(CC1)C)=O